COC1=C(O[C@H]2CN(CCC2)C2=NC(=NC=N2)NC=2C=C(C=CC2)NC(C)=O)C=CC(=C1)C |r| N-(3-((4-((3RS)-3-(2-methoxy-4-methylphenoxy)-1-piperidinyl)-1,3,5-triazin-2-yl)-amino)phenyl)acetamide